(2R,4R)-N-((S)-1-((4-amidinobenzyl)amino)-1-oxoprop-2-yl)-4-(m-tolyl)pyrrolidine-2-carboxamide tert-butyl-(Z)-(4-chlorobut-2-en-1-yl)carbamate C(C)(C)(C)N(C(O)=O)C\C=C/CCl.C(N)(=N)C1=CC=C(CNC([C@H](C)NC(=O)[C@@H]2NC[C@H](C2)C=2C=C(C=CC2)C)=O)C=C1